CC1=NC(=CC=C1S(=O)(=O)N1C[C@@H]2[C@@H](C1)CN(C2)C(=O)C21COC(C2)(C1)C)C(F)(F)F |r| Rac-((3aR,6aR)-5-((2-methyl-6-(trifluoromethyl)pyridin-3-yl)sulfonyl)hexahydropyrrolo[3,4-c]pyrrol-2(1H)-yl)(1-methyl-2-oxabicyclo[2.1.1]hexan-4-yl)methanone